ClC1=C(C=NN1C)[C@@H]1[C@H](C(N(C1)C)=O)C(=O)NC1=C(C(=CC=C1)F)F (3S,4S)-4-(5-chloro-1-methyl-pyrazol-4-yl)-N-(2,3-difluorophenyl)-1-methyl-2-oxo-pyrrolidine-3-carboxamide